thioacetic acid S-(5-((chlorosulfonyl) oxy)-4,4-dimethylpentyl) ester ClS(=O)(=O)OCC(CCCSC(C)=O)(C)C